4-[5-methoxy-4-({6-[(1R,2S)-5'-methoxy-2'-oxo-1',2'-dihydrospiro[cyclopropane-1,3'-indol]-2-yl]-1H-indazol-3-yl}amino)pyrimidin-2-yl]-1λ6-thiomorpholine-1,1-dione COC=1C(=NC(=NC1)N1CCS(CC1)(=O)=O)NC1=NNC2=CC(=CC=C12)[C@@H]1C[C@@]12C(NC1=CC=C(C=C21)OC)=O